2,4,6-trinitro-3-hydroxypyridine [N+](=O)([O-])C1=NC(=CC(=C1O)[N+](=O)[O-])[N+](=O)[O-]